FC1=C(C(=CC=2N(C(=NC21)OC=2C=CC(=C(C(=O)OC)C2)C)COCC[Si](C)(C)C)F)C2=CC=C(C=C2)C2=CC=C(C=C2)C=2N(N=CN2)CC(F)(F)F methyl 5-[4,6-difluoro-5-[4-[4-[2-(2,2,2-trifluoroethyl)-1,2,4-triazol-3-yl]phenyl]phenyl]-1-(2-trimethylsilylethoxymethyl)benzimidazol-2-yl]oxy-2-methyl-benzoate